[C@@H]1([C@H](O)[C@H](O)[C@@H](CO)O1)N1C=NC=2C(=O)NC(=O)NC12 Xanthosin